C(#N)CC12CC(C1)(C2)N2C(N1[C@@H](CN(CC1)CC1=C[C@H](N=C(N1)C=1SC=CN1)C1=C(C(=CC=C1)F)C)C2)=O (S)-6-(((S)-2-(3-(cyanomethyl)bicyclo[1.1.1]pentan-1-yl)-3-oxohexahydroimidazo[1,5-a]Pyrazin-7(1H)-yl)methyl)-4-(3-fluoro-2-methylphenyl)-2-(thiazol-2-yl)-1,4-dihydropyrimidine